OC(C(C(=O)N)=C)C1=CC=CC=C1 2-(hydroxy(phenyl)methyl)acrylamide